4-(1-methyl-1-phenethyl)phenol CC(C)(C1=CC=CC=C1)C2=CC=C(C=C2)O